methyltri(N-butylacetamido)silane C[Si](N(C(C)=O)CCCC)(N(C(C)=O)CCCC)N(C(C)=O)CCCC